N-isobutylpiperidine-4-carboxamide CC(C)CNC(=O)C1CCNCC1